CC1=CC=C(C=C1)S(=O)(=O)OC[C@H]1[C@@H](C1)N1N=C(C(=C1)C1=NC(=C(C=C1)F)C)C1CC1 (trans-2-(3-cyclopropyl-4-(5-fluoro-6-methylpyridin-2-yl)-1H-pyrazol-1-yl)cyclopropyl)methyl 4-methylbenzenesulfonate